BrC1=NN=C2N1C=CC=C2 3-bromo-[1,2,4]triazolo[4,3-a]pyridine